C(CCC)[C@@H]1N(S(C2=C(N(C1)C1=CC=CC=C1)C=C(C(=C2)CSC(C(=O)O)(C)C)OC)(=O)=O)C (S)-2-(((3-butyl-7-methoxy-2-methyl-1,1-dioxido-5-phenyl-2,3,4,5-tetrahydro-1,2,5-benzothiadiazepin-8-yl)methyl)thio)-2-methylpropanoic acid